ethyl-(3-mercaptopropionic acid) C(C)C(C(=O)O)CS